N1(C=CC=2C=NC=CC21)C(=O)OC(C)(C)C tert-butyl pyrrolo[3,2-c]pyridine-1-carboxylate